NC1=NC=NN2C1=CC=C2[C@]2([C@@H]([C@@H]([C@H](O2)COP(=O)(OC2=CC=C(C=C2)C(C)(C)C)N[C@H](CC(=O)OC2CCC2)C)O)O)C#N cyclobutyl (3S)-3-(((((2R,3S,4R,5R)-5-(4-aminopyrrolo[2,1-f][1,2,4]triazin-7-yl)-5-cyano-3,4-dihydroxytetrahydrofuran-2-yl)methoxy)(4-(tert-butyl)phenoxy)phosphoryl)amino)butanoate